1-isopropyl-3-(4,4,5,5-tetramethyl-1,3,2-dioxaborolan-2-yl)-1H-pyrazole C(C)(C)N1N=C(C=C1)B1OC(C(O1)(C)C)(C)C